COC1=CC(=CC(=C1OC(CO)C(C2=CC(=C(C=C2)O)OC)O)OC)C3C4COC(C4CO3)C5=CC(=C(C=C5)O)OC The molecule is a lignan isolated from the seeds of Euryale ferox. It has a role as a plant metabolite and an antioxidant. It is a lignan and a member of guaiacols.